(S)-N-(2,2-difluoro-1-(1-neopentyl-6-(2-(trifluoromethyl)phenyl)-1H-indol-3-yl)ethylidene)-2-methylpropane-2-sulfinamide FC(C(C1=CN(C2=CC(=CC=C12)C1=C(C=CC=C1)C(F)(F)F)CC(C)(C)C)=N[S@@](=O)C(C)(C)C)F